N-[5-[[[2-chloro-4-[[5-(2,3-difluoro-4-methoxy-phenyl)-1-methyl-imidazole-2-carbonyl]amino]benzoyl]amino]methyl]thiazol-2-yl]-1,1-dimethyl-piperidin-1-ium-4-carboxamide ClC1=C(C(=O)NCC2=CN=C(S2)NC(=O)C2CC[N+](CC2)(C)C)C=CC(=C1)NC(=O)C=1N(C(=CN1)C1=C(C(=C(C=C1)OC)F)F)C